FC(C(OC(C(OC(C(OC(F)(F)F)(F)F)(F)F)(F)F)(F)F)(F)F)(O)F perfluoro-3,6,9-trioxadecane-1-ol